FC1=C(CC2=NC3=C(N2C[C@H]2OCC2)C=C(C=C3)C(=O)O)C=C(C(=C1)C1=NC(=CC=C1)OCC1=C(C=C(C=C1)C#CC=1N(C=CN1)C)F)F (S)-2-(2,5-difluoro-4-(6-((2-fluoro-4-((1-methyl-1H-imidazol-2-yl)ethynyl)benzyl)oxy)pyridin-2-yl)benzyl)-1-(oxetan-2-ylmethyl)-1H-benzo[d]imidazole-6-carboxylic acid